C(CCCCCCCCCCCCCC)(=O)NC1CCN(CC1)S(=O)(=O)C=1C=C(C(=O)N2C[C@H]([C@@H](C2)C(=O)N[C@@H]2[C@H](C2)C2=CC=CC=C2)C(=O)N[C@@H]2[C@H](C2)C2=CC=CC=C2)C=CC1 (3S,4S)-1-(3-((4-pentadecanamidopiperidin-1-yl)sulfonyl)benzoyl)-N3,N4-bis((1S,2R)-2-phenylcyclopropyl)pyrrolidine-3,4-dicarboxamide